O1C(=NC2=C1C=CC=C2)N2CCCC2 (R)-1-(benzo[d]oxazol-2-yl)pyrrolidin